COC1=C(C=2CCCNC2C=C1)C(=O)O 6-methoxy-1,2,3,4-tetrahydroquinoline-5-carboxylic acid